CN1[C@H]2[C@H]3O[C@H]3[C@@H]1CC(C2)O (1R,2R,4S,5S)-9-methyl-3-oxa-9-azatricyclo[3.3.1.02,4]Nonan-7-ol